ClC=1C=C(C(=C(C1)C1=NC=NN2C1=CC(=C2)C(=O)N)O[C@@H]2CNCCC2)C (S)-4-(5-chloro-3-methyl-2-(piperidin-3-yloxy)phenyl)pyrrolo[2,1-f][1,2,4]triazine-6-carboxamide